6-{8-[(2-cyano-2-methylideneethyl)amino]-7-methoxynaphthalen-2-yl}-N-[1-(2-methoxyethyl)piperidin-3-yl]pyridine-2-carboxamide C(#N)C(CNC=1C(=CC=C2C=CC(=CC12)C1=CC=CC(=N1)C(=O)NC1CN(CCC1)CCOC)OC)=C